C1(=CCCCC1)C1=NC=CC2=C1N=C(N=C2)NC=2C(N(C=1CCN(CC1C2)C)C)=O 3-((8-(Cyclohex-1-en-1-yl)pyrido[3,4-d]pyrimidin-2-yl)amino)-1,6-dimethyl-5,6,7,8-Tetrahydro-1,6-naphthyridin-2(1H)-one